1,2-bis(3-cyanophenyl)acetylene C(#N)C=1C=C(C=CC1)C#CC1=CC(=CC=C1)C#N